C(C)[C@@H]1N(C[C@H](N(C1)C(C)C=1C=NN(C1C(F)(F)F)C)CC)C=1C=2C(N(C(C1)=O)C)=CN(N2)CC#N 2-(7-((2s,5r)-2,5-diethyl-4-(1-(1-methyl-5-(trifluoromethyl)-1H-pyrazol-4-yl)ethyl)piperazin-1-yl)-4-methyl-5-oxo-4,5-dihydro-2H-pyrazolo[4,3-b]pyridin-2-yl)acetonitrile